PROPYLENE CHLOROHYDRIN C(C(C)O)Cl